methyl (R)-2-(6-((1-(3-(difluoromethyl)-2-methylphenyl)prop-2-yn-1-yl)amino)-5-(1,3-dioxolan-2-yl)-2-methylpyrimidin-4-yl)acetate FC(C=1C(=C(C=CC1)[C@@H](C#C)NC1=C(C(=NC(=N1)C)CC(=O)OC)C1OCCO1)C)F